C1(=CC=C(C=C1)CN=CC=1C=NC=CC1)C N-(p-tolylmethyl)-1-(3-pyridyl)methanimine